COC1=NC(=CC=C1C=1CC=NCC1)C 2-methoxy-6-methyl-3',6'-dihydro-[3,4'-bipyridine]